6-Chloro-2-{4-[4-(furan-2-ylmethyl)piperazin-1-yl]phenyl}-N-[1-(1-methylethyl)piperidin-4-yl]-3H-imidazo[4,5-b]pyridin-7-amine ClC=1C(=C2C(=NC1)NC(=N2)C2=CC=C(C=C2)N2CCN(CC2)CC=2OC=CC2)NC2CCN(CC2)C(C)C